((((S)-oxetan-2-yl) methyl) amino) benzoate C(C1=CC=CC=C1)(=O)ONC[C@H]1OCC1